N-((1R,3r,5S,6r)-3-(6-chloro-1H-indazol-4-yl)-3-hydroxybicyclo[3.1.0]hexan-6-yl)-5-cyanonicotinamide ClC1=CC(=C2C=NNC2=C1)C1(C[C@H]2C([C@H]2C1)NC(C1=CN=CC(=C1)C#N)=O)O